ClC1=NC=C(C(=O)NC([2H])([2H])[2H])C(=C1)NC1=NC=CC(=C1OC)C1=NC=C(C=C1)Cl 6-chloro-4-((5-chloro-3'-methoxy-[2,4'-bipyridyl]-2'-yl)amino)-N-(methyl-d3)nicotinamide